4-(bicyclo[1.1.1]pentan-1-ylamino)-6-(4-((2-(dimethylamino)ethyl)-(methyl)amino)-2-methoxy-5-nitrophenylamino)nicotinonitrile C12(CC(C1)C2)NC2=CC(=NC=C2C#N)NC2=C(C=C(C(=C2)[N+](=O)[O-])N(C)CCN(C)C)OC